7-(1-Benzylpiperidin-3-yl)-3-(2-fluoropyridin-4-yl)-2-methylpyrazolo[1,5-a]pyrimidine C(C1=CC=CC=C1)N1CC(CCC1)C1=CC=NC=2N1N=C(C2C2=CC(=NC=C2)F)C